BrC1=CC=C(C=C1)N1C(=NC2=CC(=C(C=C2C1=O)I)F)CC 3-(4-bromophenyl)-2-ethyl-7-fluoro-6-iodoquinazolin-4(3H)-one